4-[3-(amidino)guanidino]benzenesulfonic acid C(N)(=N)NC(NC1=CC=C(C=C1)S(=O)(=O)O)=N